CC=1C=C(OC2=C(C=C(C=C2C)SSC2=CC(=C(C(=C2)C)OC2=CC(=CC(=C2)C)C)C)C)C=C(C1)C 1,2-bis(4-(3,5-dimethylphenoxy)-3,5-dimethylphenyl)disulfane